3-methylphenyl-phosphonic acid CC=1C=C(C=CC1)P(O)(O)=O